C(C)C1=C(OC2=C(C(=C(C=C2)O)OC2=C(C=CC=C2)CC)OC2=C(C=CC=C2)CC)C=CC=C1 tri(ethylphenoxy)phenol